2-chlorophenyl-2-(4-cyanophenylamino)-pyrimidin-4-yl ketone-N-(2-methoxyphenyl) semicarbazone COC1=C(C=CC=C1)N(N=C(C1=NC(=NC=C1C1=C(C=CC=C1)Cl)NC1=CC=C(C=C1)C#N)C1=NC(=NC=C1C1=C(C=CC=C1)Cl)NC1=CC=C(C=C1)C#N)C(=O)N